FC(OC1=CC(=NN1C)C(F)(F)F)F 5-difluoromethoxy-1-methyl-3-trifluoromethylpyrazol